C[C@H]1CC[C@@H](NC1)C=1C=C(OC=2C=NC=CC2)C=CC1 3-[3-[(2R,5S)-5-methyl-2-piperidyl]phenoxy]pyridine